1-phenylcyclopropanecarboxamidine hydrochloride Cl.C1(=CC=CC=C1)C1(CC1)C(=N)N